ethyl-6-(3-(adamantan-1-yl)-4-methoxyphenyl)-4-hydroxy-2-naphthoic acid ethyl ester C(C)OC(=O)C1=C(C2=CC=C(C=C2C(=C1)O)C1=CC(=C(C=C1)OC)C12CC3CC(CC(C1)C3)C2)CC